2-methyl-5-((1S,5R)-1-(5-(1-methylpiperidin-4-yl)-1,3,4-oxadiazol-2-yl)-5-(trifluoromethyl)-3-azabicyclo[3.1.0]hexan-3-yl)quinoline-8-carbonitrile CC1=NC2=C(C=CC(=C2C=C1)N1C[C@@]2(C[C@@]2(C1)C(F)(F)F)C=1OC(=NN1)C1CCN(CC1)C)C#N